4-morpholino-N-(3-phenyl-1H-pyrazol-5-yl)-7-(2-(pyrrolidin-1-yl)ethoxy)pyrido[3',2':4,5]furo[3,2-d]pyrimidin-2-amine hydrochloride Cl.O1CCN(CC1)C=1C2=C(N=C(N1)NC1=CC(=NN1)C1=CC=CC=C1)C1=C(O2)N=C(C=C1)OCCN1CCCC1